C1=CSSSSSC=C1 pentathionine